C(C1=CC=CC=C1)=C1C(NC(C(N1)=O)=C([2H])C=1N=CNC1C(C)(C)C)=O 3-benzylidene-6-[(5-tert-butyl-1H-imidazol-4-yl)deutero-methylene]Piperazine-2,5-dione